N-(pent-2-yl)-4-(pyridin-1-yl)butanamide CC(CCC)NC(CCCN1CC=CC=C1)=O